5-Benzyl-N-((6S)-2-(2,2-difluorocyclopropyl)-4-methyl-5-oxo-5,6,7,8-tetrahydro-4H-pyrazolo[1,5-a][1,3]diazepin-6-yl)-4H-1,2,4-triazol-3-carboxamid C(C1=CC=CC=C1)C=1NC(=NN1)C(=O)N[C@@H]1C(N(C=2N(CC1)N=C(C2)C2C(C2)(F)F)C)=O